N1=C(C=CC=C1)SSCC1=CC=CC=C1 α-(2-pyridyldithio)-toluene